C1(CC1)CNCC[C@H]1[C@@H]([C@H](CC=2NC3=CC=CC=C3C12)C=1C=NC=CC1)N (2R,3S,4R)-4-{2-[(Cyclopropylmethyl)amino]ethyl}-2-(pyridin-3-yl)-2,3,4,9-tetrahydro-1H-carbazol-3-amine